ClC1=C2C(=CNC2=CC(=C1)OC)C=O 4-CHLORO-6-METHOXYINDOLE-3-CARBOXALDEHYDE